(R)-N-(5,8-dimethylisoquinolin-1-yl)-6-(5-methyl-1,3,4-thiadiazol-2-yl)-N-(piperidin-3-yl)nicotinamide CC1=C2C=CN=C(C2=C(C=C1)C)N(C(C1=CN=C(C=C1)C=1SC(=NN1)C)=O)[C@H]1CNCCC1